3-(4-Amino-2-methylphenyl)-N-(4-methoxyphenyl)-2-methyl-2H-indazole-5-carboxamide NC1=CC(=C(C=C1)C=1N(N=C2C=CC(=CC12)C(=O)NC1=CC=C(C=C1)OC)C)C